O[C@@H](CO)C1CN(C1)C1=C2C(=NC=C1)N(N=C2C2CN(C2)C(C(=C)F)=O)C2=CC=C(C=C2)OC(F)(F)F 1-[3-[4-[3-[(1R)-1,2-dihydroxyethyl]azetidin-1-yl]-1-[4-(trifluoromethoxy)phenyl]pyrazolo[3,4-b]pyridin-3-yl]azetidin-1-yl]-2-fluoro-prop-2-en-1-one